N1(CCNCC1)CCN1CCOCC1 4-[2-(piperazin-1-yl)ethyl]Morpholine